C(=O)(O)C1=C(C=CC=C1C(=O)O)C(C(F)(F)F)(C(F)(F)F)C1=C(C(=CC=C1)C(=O)O)C(=O)O 2,2-bis(2,3-dicarboxyphenyl)hexafluoropropane